C(C(C)C)OC=1C(=NNC(C1)=O)C(C)C 4-isobutoxy-3-isopropyl-6-oxopyridazin